4-[dimethoxy-(4-phenylthiophenyl)methyl]Phenylmagnesium bromide COC(C1=CC=C(C=C1)[Mg]Br)(C1=CC=C(C=C1)SC1=CC=CC=C1)OC